C(CCCCCCCCCCC=CCCCC)C=1C=C(C=C(C1)O)O 5-Heptadec-12-enylbenzene-1,3-diol